1-{3-{3-[4-(2-Aminothiazol-4-yl)-1H-1,2,3-triazol-1-yl]-3-deoxy-β-D-galactopyranosyl}-5-methyl-4H-1,2,4-triazol-4-yl}-5-chloro-2-(trifluoromethyl)benzene NC=1SC=C(N1)C=1N=NN(C1)[C@@H]1[C@H]([C@@H](O[C@@H]([C@@H]1O)CO)C1=NN=C(N1C1=C(C=CC(=C1)Cl)C(F)(F)F)C)O